C(=CCCCCC)C=1C=C(C(=C(C1)O)C1C=C(CCC1)C)OC 5-Hept-1-enyl-3-methoxy-2-(3-methylcyclohex-2-en-1-yl)phenol